5-Amino-2-((3-(2-(4-chlorophenyl)-2-hydroxyethyl-1,1-d2)-1,2,4-oxadiazol-5-yl)methyl)-4-methylpyridazin-3(2H)-one NC1=C(C(N(N=C1)CC1=NC(=NO1)C(C(O)C1=CC=C(C=C1)Cl)([2H])[2H])=O)C